4-Morpholinecarbodithioic acid N1(CCOCC1)C(=S)S